4-(4-chloro-5-fluoro-2-pyrimidinyloxy)piperidine ClC1=NC(=NC=C1F)OC1CCNCC1